3-benzoyl-1-[(2R,3S,4R,5R)-4-[(tert-butyldimethylsilyl)oxy]-5-{[(tert-butyldimethylsilyl)oxy]methyl}-5-cyclopropyl-3-fluorooxolan-2-yl]pyrimidine-2,4-dione C(C1=CC=CC=C1)(=O)N1C(N(C=CC1=O)[C@@H]1O[C@]([C@H]([C@@H]1F)O[Si](C)(C)C(C)(C)C)(C1CC1)CO[Si](C)(C)C(C)(C)C)=O